C1(CC1)N1C2=C(OCC1)N=CC(=C2)SC2=CC=CC=C2 1-cyclopropyl-7-(phenylsulfanyl)-2,3-dihydro-1H-pyrido[2,3-b][1,4]oxazine